C(C)(C)(C)C1=C(N=CN1)C=C1C(NC(C(N1)=O)=CC1=C(C=CC=C1)N)=O 3-[(5-tertiary butyl-1H-imidazol-4-yl)methylene]-6-(o-aminobenzylidene)-2,5-piperazinedione